[N+](=O)([O-])C=1C=C(C=CC1)NC(C1=CC(=CC=C1)S(NC1=C(C=CC=C1)C)(=O)=O)=O N-(3-nitrophenyl)-3-(N-(o-tolyl)sulfamoyl)benzamide